C[Si](CCOCN1C=NC2=C1C=CC=C2C=2CCN(CC2)C(=O)OC(C)(C)C)(C)C tert-butyl 4-[1-(2-trimethylsilylethoxymethyl)benzimidazol-4-yl]-3,6-dihydro-2H-pyridine-1-carboxylate